C(C)(C)(C)OC(=O)N1CC(C1)C1=CC=C(C=C1)C12CC(C1)C2 3-(4-(bicyclo[1.1.1]pent-1-yl)phenyl)azetidine-1-carboxylic acid tert-butyl ester